BrC1=CC=C(C=2SC=CC21)C D-4-bromo-7-methylbenzo[b]thiophene